ClC(C(=O)OC1CCC(CC1)C)=C 4-methylcyclohexyl α-chloroacrylate